BrC1=C(C=CC=C1)C1=CC2=C(SC3=C2C=CC=C3)C=C1 2-(2-bromophenyl)dibenzothiophene